FC1(CCN(CC1)C(=O)C=1C=C2C=CC=C(C2=CC1)C1=CC(=C(C(=O)N)C(=C1)F)F)F 4-[6-(4,4-difluoropiperidine-1-carbonyl)-1-naphthyl]-2,6-difluoro-benzamide